BrC1=CC(=NC=C1)C(C(=O)N)=C (4-bromopyridin-2-yl)prop-2-enamide